tert-Butyl 4-(2-cyano-3-fluoro-5-isobutylphenyl)piperazine-1-carboxylate C(#N)C1=C(C=C(C=C1F)CC(C)C)N1CCN(CC1)C(=O)OC(C)(C)C